O(C1=CC=CC=C1)C1=CC=C(C=C1)C=1C(=NNN1)C#N 5-(4-phenoxyphenyl)-2H-1,2,3-triazole-4-carbonitrile